2-(6-(4-(4-(7-((2-(2,6-dioxopiperidin-3-yl)-1-oxoisoindolin-4-yl)thio)heptyl)piperazin-1-yl)piperidin-1-yl)-1-oxoisoindolin-2-yl)-2-phenyl-N-(thiazol-2-yl)acetamide O=C1NC(CCC1N1C(C2=CC=CC(=C2C1)SCCCCCCCN1CCN(CC1)C1CCN(CC1)C1=CC=C2CN(C(C2=C1)=O)C(C(=O)NC=1SC=CN1)C1=CC=CC=C1)=O)=O